CC=1C=C(C=CC1OC=1C=C2C(=NC1)N(C=N2)C)NC=2C1=C(N=CN2)C=CC(=N1)C1C[C@H]2CC[C@@H](C1)N2C(C=C)=O 1-((1R,3r,5S)-3-(4-((3-methyl-4-((3-methyl-3H-imidazo[4,5-b]pyridin-6-yl)oxy)phenyl)amino)pyrido[3,2-d]pyrimidin-6-yl)-8-azabicyclo[3.2.1]octan-8-yl)prop-2-en-1-one